The molecule is a natural product found in Chaetomium globosum and Chaetomium subaffine. It has a role as an antineoplastic agent and a Chaetomium metabolite. It is a cytochalasan alkaloid, a member of indoles, a macrocycle and a secondary alpha-hydroxy ketone. C[C@H]\\1C/C=C/[C@H]2[C@@H](C(=C([C@@H]3[C@@]2(C(=O)/C=C/C(=O)[C@@H](/C(=C1)/C)O)C(=O)N[C@H]3CC4=CNC5=CC=CC=C54)C)C)O